(R)-2,2-Difluoro-2'-(4-fluorophenyl)-3'-(6-methyl-1H-pyrazolo[3,4-d]pyrimidin-4-yl)-4',5'-dihydro-7'H-spiro[cyclopropane-1,6'-pyrazolo[1,5-a]pyridine] FC1(C[C@@]12CCC=1N(C2)N=C(C1C1=C2C(=NC(=N1)C)NN=C2)C2=CC=C(C=C2)F)F